8-(2,3-dichlorophenyl)-N-[(4S)-3,4-dihydro-2H-1-benzopyran-4-yl]-5-fluoro-4-(morpholin-4-yl)-1,7-naphthyridine-3-carboxamide ClC1=C(C=CC=C1Cl)C=1N=CC(=C2C(=C(C=NC12)C(=O)N[C@H]1CCOC2=C1C=CC=C2)N2CCOCC2)F